methyl-2-(pyridin-3-ylmethyl)-6-(4,4,5,5-tetramethyl-1,3,2-dioxaborolan-2-yl)-1H-benzo[d]imidazole CN1C(=NC2=C1C=C(C=C2)B2OC(C(O2)(C)C)(C)C)CC=2C=NC=CC2